C(C)S(=O)(=O)N1CCC(=CC1)C1=C2N(N=C1CN(CCNC)C)CCC2 N1-((3-(1-(ethylsulfonyl)-1,2,3,6-tetrahydropyridin-4-yl)-5,6-dihydro-4H-pyrrolo[1,2-b]pyrazol-2-yl)-methyl)-N1,N2-dimethylethane-1,2-diamine